CN(C)C(N(C)C)C1=C(C=CC=C1)NC(\C=C\C1=C(C=CC=C1)O)=O (E)-N-(bis(dimethylamino)methylphenyl)-3-(2-hydroxyphenyl)acrylamide